(2S,5R)-5-(aminomethyl)-2-(4-phenoxyphenyl)-1,4-thiazepan-3-one NC[C@@H]1NC([C@@H](SCC1)C1=CC=C(C=C1)OC1=CC=CC=C1)=O